((R)-3-((5-((1S,5R)-6,6-difluorobicyclo[3.1.0]hexan-1-yl)-7H-pyrrolo[2,3-d]pyrimidin-4-yl)amino)piperidin-1-yl)prop-2-en-1-one FC1([C@@H]2CCC[C@]12C1=CNC=2N=CN=C(C21)N[C@H]2CN(CCC2)C(C=C)=O)F